(S)-6-(3,5-Dimethylisoxazol-4-yl)-N-((1-methyl-1H-imidazol-5-yl)methylYl)-4-(3-phenylmorpholino)quinazoline-2-carboxamide CC1=NOC(=C1C=1C=C2C(=NC(=NC2=CC1)C(=O)N=CC1=CN=CN1C)N1[C@H](COCC1)C1=CC=CC=C1)C